(S)-5-(1-(tert-butoxycarbonyl)pyrrolidin-2-yl)-7-(3-methyl-1H-pyrrolo[2,3-b]pyridine-5-yl)-3,4-dihydroisoquinoline C(C)(C)(C)OC(=O)N1[C@@H](CCC1)C1=C2CCN=CC2=CC(=C1)C=1C=C2C(=NC1)NC=C2C